BrC1=CC=CC=2C=3N(C(=NC12)N[C@H]1C(NCCN(C1)C(=O)OCC1=CC=CC=C1)=O)N=C(N3)C=3C=NN(C3)CC3CCC3 benzyl (6R)-6-({7-bromo-2-[1-(cyclobutylmethyl)-1H-pyrazol-4-yl][1,2,4]triazolo[1,5-c]quinazolin-5-yl} amino)-5-oxo-1,4-diazepane-1-carboxylate